IC1=CNC2=C1C(=NC=C2)N 3-iodo-1H-pyrrolo[3,2-c]pyridin-4-amine